C1(=CC=CC=C1)[C@@H]1CCC=2N1N=C(N2)C(=O)N[C@@H]2C(N(C=1N(CC2)N=CC1)C)=O |r| rac-(5S)-5-phenyl-N-[rac-(6S)-4-methyl-5-oxo-7,8-dihydro-6H-pyrazolo[1,5-a][1,3]diazepin-6-yl]-6,7-dihydro-5H-pyrrolo[1,2-b][1,2,4]triazole-2-carboxamide